(S)-N-(4-(3-aminopiperidin-1-yl)-5-(1-(2,2,2-trifluoroethyl)-1H-pyrazol-4-yl)pyridin-2-yl)-2-(2-fluoro-6-methoxyphenyl)pyrimidin-4-amine hydrochloride Cl.N[C@@H]1CN(CCC1)C1=CC(=NC=C1C=1C=NN(C1)CC(F)(F)F)NC1=NC(=NC=C1)C1=C(C=CC=C1OC)F